FC=1C=CC=2C3=C(NC(C2C1)=O)COCC3N(C(=O)[C@H]3N(C1=CC=CC=C1C3)C(=O)OC(C)(C)C)C tert-butyl (2S)-2-((8-fluoro-6-oxo-1,4,5,6-tetrahydro-2H-pyrano[3,4-c]isoquinolin-1-yl)(methyl)carbamoyl)indoline-1-carboxylate